C[C@H]1CN(CCC1)CC1COC2(OC1)CCN(CC2)C(=O)[C@H](CC(C)C)N2C([C@@H](NCC2)CC(C)C)=O (S)-1-[(S)-1-[(3-{[(R)-3-Methyl-1-piperidyl]methyl}-1,5-dioxa-9-aza-9-spiro[5.5]undecyl)carbonyl]-3-methylbutyl]-3-isobutyl-2-piperazinone